2-(5-amino-4-chloro-3-methyl-1H-pyrazol-1-yl)-5,6-dimethylpyrimidine NC1=C(C(=NN1C1=NC(=C(C=N1)C)C)C)Cl